COC(=O)[C@@H]1N(CC(C1)NCC1=CC=CC=C1)C(=O)OC(C)(C)C (2R)-4-(benzylamino)pyrrolidine-1,2-dicarboxylic acid 1-(tert-butyl) 2-methyl ester